CC1=NN=C(O1)[C@@H](C)OC=1C(=NC=C(C1)B1OC(C(O1)(C)C)(C)C)N 3-[(1R)-1-(5-Methyl-1,3,4-oxadiazol-2-yl)ethoxy]-5-(4,4,5,5-tetramethyl-1,3,2-dioxaborolan-2-yl)pyridin-2-amine